di(diethylphenyl)urea C(C)C=1C(=C(C=CC1)NC(NC1=C(C(=CC=C1)CC)CC)=O)CC